OC\C(=C/CC1(C(C(=O)OC)C=CC=C1)C)\C1=CC=C(C=C1)C(F)(F)F methyl (Z)-2-(4-hydroxy-3-(4-trifluoromethylphenyl)-2-buten-1-yl)-2-methylbenzoate